C(C)(CC)N1C=C(C2=C1C=CC=N2)C2=NC(=NC=C2F)N (4-(1-(sec-butyl)-1H-pyrrolopyridin-3-yl)-5-fluoropyrimidin-2-yl)amine